2'-azido-2'-deoxy-adenosine N(=[N+]=[N-])[C@H]1[C@@H](O[C@@H]([C@H]1O)CO)N1C=NC=2C(N)=NC=NC12